OC=1C=CC=C2C(N(C(NC12)=O)CC1NNN(C1)CC1=NC=CC=C1)=O 8-hydroxy-3-{[1-(pyridin-2-ylmethyl)-1,2,3-triazacyclopent-4-yl]methyl}-1,2,3,4-tetrahydroquinazoline-2,4-dione